(2-(furan-2-yl)phenyl)methanesulfonic acid sodium salt [Na+].O1C(=CC=C1)C1=C(C=CC=C1)CS(=O)(=O)[O-]